4-(4-cyanophenyl)methylene-2,6-di-tert-butyl-2,5-cyclohexadien-1-one C(#N)C1=CC=C(C=C1)C=C1C=C(C(C(=C1)C(C)(C)C)=O)C(C)(C)C